(R)-5-(4-((7-ethyl-6-oxo-5,6-dihydro-1,5-naphthyridin-3-yl)methyl-d2)piperazine-1-yl)-N-(tetrahydrofuran-3-yl)pyridineamide C(C)C=1C(NC=2C=C(C=NC2C1)C(N1CCN(CC1)C=1C=CC(=NC1)C(=O)N[C@H]1COCC1)([2H])[2H])=O